N-(2-chloro-5-(3-((1R,2S)-2-fluorocyclopropyl)-1,2,4-oxadiazol-5-yl)phenyl)-7-((2-hydroxy-2-methylpropoxy)methyl)imidazo[1,2-a]pyridine-3-carboxamide ClC1=C(C=C(C=C1)C1=NC(=NO1)[C@@H]1[C@H](C1)F)NC(=O)C1=CN=C2N1C=CC(=C2)COCC(C)(C)O